5-(8-Methoxy-[1,2,4]triazolo[1,5-a]pyridin-6-yl)-6-methyl-1-(piperidin-4-yl)-1,3-dihydro-2H-benzo[d]imidazol-2-on COC=1C=2N(C=C(C1)C1=CC3=C(N(C(N3)=O)C3CCNCC3)C=C1C)N=CN2